Sodium Hydrogencyanamide C(#N)[NH-].[Na+]